FC=1C=C2C(=NC=NC2=CC1)N1CC=2C=C(C=NC2CC1)N1C=2N(C(CC1)C(F)(F)F)N=CC2 6-fluoro-4-[3-[7-(trifluoromethyl)-6,7-dihydro-5H-pyrazolo[1,5-a]pyrimidin-4-yl]-7,8-dihydro-5H-1,6-naphthyridin-6-yl]quinazoline